FC(OC1=C(CN2C(=NC3=C2C=C(C(=C3)F)F)N3C[C@H]([C@@H](CC3)F)N)C=CC=C1)F (3R,4R)-1-(1-(2-(difluoromethoxy)benzyl)-5,6-difluoro-1H-benzimidazol-2-yl)-4-fluoro-3-piperidinamine